biphenyl-3-carboxamide HCl salt Cl.C1(=CC(=CC=C1)C(=O)N)C1=CC=CC=C1